ClC=1C(=CC2=C(C[C@](O2)(C2=CC=CC=C2)C2N(CC2)C(=O)OC(C)(C)C)C1B1OC(C(O1)(C)C)(C)C)F tert-butyl 2-((S)-5-chloro-6-fluoro-2-phenyl-4-(4,4,5,5-tetramethyl-1,3,2-dioxaborolan-2-yl)-2,3-dihydrobenzofuran-2-yl)azetidine-1-carboxylate